2-(2-(3,8-diazabicyclo[3.2.1]oct-3-yl)-6-methylpyrimidin-4-yl)-4-(2-fluoro-6-methoxyphenyl)-1-oxoisoindole-5-carbonitrile C12CN(CC(CC1)N2)C2=NC(=CC(=N2)N2C(C1=CC=C(C(=C1C2)C2=C(C=CC=C2OC)F)C#N)=O)C